(S)-2-((((9H-fluoren-9-yl)methoxy)carbonyl)amino)-3-(1-(tert-butoxycarbonyl)-6-phenyl-1H-indol-3-yl)propanoic acid C1=CC=CC=2C3=CC=CC=C3C(C12)COC(=O)N[C@H](C(=O)O)CC1=CN(C2=CC(=CC=C12)C1=CC=CC=C1)C(=O)OC(C)(C)C